C(C)(C)(C)N1N=C(C=C1NC(OCC1=CC=CC=C1)=O)[C@H]1OC[C@@H](C1)O benzyl (1-(tert-butyl)-3-((2S,4R)-4-hydroxytetrahydrofuran-2-yl)-1H-pyrazol-5-yl)carbamate